NC1=C(OCCCOC2=C(C=C(C=C2)N)N)C=CC(=C1)N 1,3-Bis(2,4-di-aminophenoxy)propan